6-chloro-N-methyl-N-[(1S)-1-[2-[5-(1H-tetrazol-5-yl)-2-pyridyl]-1,2,4-triazol-3-yl]ethyl]-8-(trifluoromethyl)quinazolin-4-amine ClC=1C=C2C(=NC=NC2=C(C1)C(F)(F)F)N([C@@H](C)C=1N(N=CN1)C1=NC=C(C=C1)C1=NN=NN1)C